sodium 3-isopropyl-1-methyl-1,3-cyclopentadiene C(C)(C)C=1C=C(CC1)C.[Na]